FC=1C=C(CN2C=CC3=C(C=C(C=C23)C2=CN(C=3C(NC=CC32)=O)C)C(C)(C)O)C=CC1 3-(1-(3-fluorobenzyl)-4-(2-hydroxypropan-2-yl)-1H-indol-6-yl)-1-methyl-1,6-dihydro-7H-pyrrolo[2,3-c]pyridin-7-one